COC=1C=C(C=CC1OC)C=1N(C2=C(C(=NC(=C2)C2=CC=C(C=C2)N2CCC3(CN(C3)CCOC)CC2)C)N1)C 2-(3,4-dimethoxyphenyl)-6-(4-(2-(2-methoxyethyl)-2,7-diazaspiro[3.5]nonan-7-yl)phenyl)-1,4-dimethyl-1H-imidazo[4,5-c]pyridine